4-(4-((4-(5-(5H-pyrido[4,3-b]indol-7-yl)pyridin-2-yl)piperazin-1-yl)methyl)piperidin-1-yl)-2-(2,4-dioxotetrahydropyrimidine-1(2H)-yl)isoindoline-1,3-dione C1=NC=CC=2NC=3C=C(C=CC3C21)C=2C=CC(=NC2)N2CCN(CC2)CC2CCN(CC2)C2=C1C(N(C(C1=CC=C2)=O)N2C(NC(CC2)=O)=O)=O